5-(4-((3-ethyl-2,4-dioxo-1,2,3,4-tetrahydropyrido[4,3-d]pyrimidin-7-yl)methyl)piperazin-1-yl)-N,6-dimethylpyridinecarboxamide C(C)N1C(NC2=C(C1=O)C=NC(=C2)CN2CCN(CC2)C=2C=CC(=NC2C)C(=O)NC)=O